C(C)C(CCCCC(=O)OCC)CCCC Ethyl 6-ethyldecanoate